methyl 3-([4-[6-oxo-5-(trifluoromethyl)-1,6-dihydropyridazin-4-yl]morpholin-3-yl]methoxy)benzoate hydrochloride Cl.O=C1C(=C(C=NN1)N1C(COCC1)COC=1C=C(C(=O)OC)C=CC1)C(F)(F)F